C1(C=CC(N1C(COCCO)O)=O)=O maleimido-diethylene glycol